(5-chloro-2,4-dimethoxyphenyl)-2,4-dihydro-3H-1,2,4-triazol-3-one ClC=1C(=CC(=C(C1)N1N=CNC1=O)OC)OC